Cl.C1(=CC=CC=C1)C1=CC(NC=N1)=O 6-phenylpyrimidin-4(3H)-one hydrochloride